O=C1CCC(CC1)=O 1,4-dioxocyclohexane